COC(=O)C=1N2C3=C(C(=C(C=C3C(C1)=C=O)F)NC(=O)OC(C)(C)C)CCC2 8-((tert-butyloxycarbonyl)amino)-9-fluoro-1-carbonyl-6,7-dihydro-1H,5H-pyrido[3,2,1-ij]quinoline-3-carboxylic acid methyl ester